3-[[(9H-fluoren-9-ylmethoxy)carbonyl]amino]propionic acid C1=CC=CC=2C3=CC=CC=C3C(C12)COC(=O)NCCC(=O)O